(1R,3S,5s,7s)-2-(5-(3-cyano-6-(2-hydroxy-2-methylpropoxy)pyrazolo[1,5-a]pyridin-4-yl)pyrazin-2-yl)-N-(6-methoxypyridin-3-yl)-2-azaadamantane-5-carboxamide C(#N)C=1C=NN2C1C(=CC(=C2)OCC(C)(C)O)C=2N=CC(=NC2)N2[C@@H]1CC3CC(C[C@@H]2C3)(C1)C(=O)NC=1C=NC(=CC1)OC